FC(C=1C=C(C=CC1)N1CCN(CC1)CCCN)(F)F 3-{4-[3-(trifluoromethyl)phenyl]-1-piperazinyl}-1-propylamine